CC(C)OC(=O)C1C2C=CC(C1)C2 propan-2-ylbicyclo[2.2.1]hept-5-ene-2-carboxylate